ClC=1C(=NN(C1)COCC[Si](C)(C)C)NC(=O)NC1=CC=C(C=C1)[C@@H](C)N1C(=NC=C1)C |o1:24| rel-(R)-1-(4-Chloro-1-((2-(trimethylsilyl)ethoxy)methyl)-1H-pyrazol-3-yl)-3-(4-(1-(2-methyl-1H-imidazol-1-yl)ethyl)phenyl)urea